N[C@@H](C(=O)O)CCCCN1N=NC(=C1)COC(COCC(CO)CO)COCC(CO)CO (R)-2-amino-6-(4-(((1,3-bis(3-hydroxy-2-(hydroxymethyl)propoxy)propan-2-yl)oxy)methyl)-1H-1,2,3-triazol-1-yl)hexanoic acid